Cl.N1CCC(CC1)C1=NNC(O1)=O 5-(piperidin-4-yl)-1,3,4-oxadiazol-2(3H)-one hydrochloride